2,5-dibromo-3-butyl-dibromothiophene Ethyl-Acetat C(C)OC(C)=O.BrC=1S(C(=CC1CCCC)Br)(Br)Br